3-((S)-2-(3-(2-(3-fluoroazetidin-1-yl)ethyl)-5-methyl-6-oxoPyridazin-1(6H)-yl)-4-methylpentanamido)propanoic acid FC1CN(C1)CCC1=NN(C(C(=C1)C)=O)[C@H](C(=O)NCCC(=O)O)CC(C)C